CC1=C(N=C(C=2N1C=CN2)NC=2C=NN(C2)C2CCN(CC2)CCN2CCN(CC2)C2=CC=C(C=C2)C2C(NC(CC2)=O)=O)C 3-(4-(4-(2-(4-(4-((5,6-dimethylimidazo[1,2-a]pyrazin-8-yl)amino)-1H-pyrazol-1-yl)piperidin-1-yl)ethyl)piperazin-1-yl)phenyl)piperidine-2,6-dione